1-({2-[2-(ethylamino)ethoxy]naphthalen-1-yl}methyl)naphthalen-2-ol hydrochloride Cl.C(C)NCCOC1=C(C2=CC=CC=C2C=C1)CC1=C(C=CC2=CC=CC=C12)O